1-((5-Chloro-3-(5-ethylisoxazol-3-yl)-1-methyl-1H-pyrazol-4-yl)methyl)-N-isopentylazepan-3-amine ClC1=C(C(=NN1C)C1=NOC(=C1)CC)CN1CC(CCCC1)NCCC(C)C